tert-butyl (R)-((8-(pyrimidin-5-yl)chroman-4-yl)methyl)carbamate N1=CN=CC(=C1)C=1C=CC=C2[C@@H](CCOC12)CNC(OC(C)(C)C)=O